6-[(1S,2S)-2-[6-(2,4-dimethoxypyrimidin-5-yl)imidazo[1,2-b]pyridazin-8-yl]cyclopropyl]-8-(trifluoromethyl)quinoline COC1=NC=C(C(=N1)OC)C=1C=C(C=2N(N1)C=CN2)[C@@H]2[C@H](C2)C=2C=C1C=CC=NC1=C(C2)C(F)(F)F